CON(C(=O)C1=CC(=C(COC2=CC=CC(=N2)C2CCN(CC2)C(=O)OC(C)(C)C)C=C1)C(F)(F)F)C tert-butyl 4-(6-((4-(methoxy(methyl)carbamoyl)-2-(trifluoromethyl)benzyl)oxy)pyridin-2-yl)piperidine-1-carboxylate